((6-amino-5-ethylpyridin-3-yl)amino)-2-oxoacetic acid NC1=C(C=C(C=N1)NC(C(=O)O)=O)CC